S1C(=NC2=C1C=CC=C2)NC2=C(C=C(N=N2)N(C=2SC(=C(N2)C(=O)OCC)CC(COC2=C(C=C(C=C2)C#CCN(C)C)F)OC)C)C ethyl 2-({6-[(1,3-benzothiazol-2-yl)amino]-5-methylpyridazin-3-yl}(methyl)amino)-5-(3-{4-[3-(dimethylamino)prop-1-yn-1-yl]-2-fluorophenoxy}-2-methoxypropyl)-1,3-thiazole-4-carboxylate